C(C)(C)(C)OC(=O)C1=NOC(=C1)C (E)-5-methyl-isoxazole-3-carboxylic acid tert-butyl ester